CC1=CC=C(C(=N1)O[C@H]1C[C@H](CC1)CC=O)S(=O)(=O)N1[C@@H](CCC1)C(=O)OC |o1:8,10| methyl ((6-methyl-2-(((1R*,3S*)-3-(2-oxoethyl)cyclopentyl)oxy)pyridin-3-yl)sulfonyl)-L-prolinate